N-(2-(5-fluoro-1-((2-(trimethylsilyl)ethoxy)methyl)-1H-indazol-3-yl)ethyl)-N-methylpropan-2-amine FC=1C=C2C(=NN(C2=CC1)COCC[Si](C)(C)C)CCN(C(C)C)C